2-((2S,4S)-2-(aminomethyl)-5-chloro-6-fluoro-2-phenylindolin-4-yl)-3-fluorobenzamide NC[C@@]1(NC2=CC(=C(C(=C2C1)C1=C(C(=O)N)C=CC=C1F)Cl)F)C1=CC=CC=C1